phenoxy-N-[4-(trifluoromethoxy)phenyl]piperidin-1-carboxamide O(C1=CC=CC=C1)C1N(CCCC1)C(=O)NC1=CC=C(C=C1)OC(F)(F)F